(S)-N-(1-(3-chlorophenyl)-2-hydroxyethyl)-1-(2-((4,4-difluorocyclohexyl)amino)-5-methylpyrimidin-4-yl)-1H-imidazole-4-carboxamide ClC=1C=C(C=CC1)[C@@H](CO)NC(=O)C=1N=CN(C1)C1=NC(=NC=C1C)NC1CCC(CC1)(F)F